2-Chloro-N-{2-[4-(difluoromethyl)-1,3-thiazol-5-yl]-2-{4-[(6-methoxypyrimidin-4-yl)oxy]piperidin-1-yl}ethyl}-6-fluorobenzamide ClC1=C(C(=O)NCC(N2CCC(CC2)OC2=NC=NC(=C2)OC)C2=C(N=CS2)C(F)F)C(=CC=C1)F